CC1=NC=NC=C1N(C(OC(C)(C)C)=O)S(=O)(=O)C tert-butyl N-(4-methylpyrimidin-5-yl)-N-methylsulfonyl-carbamate